2'-oxo-1',2',4,6-tetrahydrospiro[cyclopenta[b]thiophene-5,3'-pyrrolo[2,3-b]pyridine]-2-carboxylic acid ethyl ester C(C)OC(=O)C1=CC2=C(S1)CC1(C(NC3=NC=CC=C31)=O)C2